C(O[C@@H]1CN(C[C@H]1F)C(C=C)=O)(ON1C(CCC1=O)=O)=O (3R,4R)-1-acryloyl-4-fluoropyrrolidin-3-yl (2,5-dioxopyrrolidin-1-yl) carbonate